1-bromo-5-(2,2-difluorovinyl)-3-fluoro-2-methoxybenzene BrC1=C(C(=CC(=C1)C=C(F)F)F)OC